bis(1-naphthyl)phenyl-phosphorus oxide C1(=CC=CC2=CC=CC=C12)P(C1=CC=CC=C1)(C1=CC=CC2=CC=CC=C12)=O